CN1C(C2=C(C(=C1)C(=C)C1=CC=CC=C1)C=CN2S(=O)(=O)C2=CC=C(C)C=C2)=O 6-methyl-4-(1-phenylvinyl)-1-tosyl-1,6-dihydro-7H-pyrrolo[2,3-C]pyridin-7-one